3-(4-((2-(trifluoromethyl)-3-oxo-4H-quinoxalin-6-yl)methyl)piperazin-1-yl)pyridine-2-carboxamide FC(C1=NC2=CC=C(C=C2NC1=O)CN1CCN(CC1)C=1C(=NC=CC1)C(=O)N)(F)F